C(C)OC(C1=C(C=C(C=C1F)NC1CN(C1)CCCF)F)OCC N-(4-(diethoxymethyl)-3,5-difluorophenyl)-1-(3-fluoropropyl)azetidin-3-amine